tert-butyl (2S,6S)-4-{2-[8-fluoro-2-(fluoromethyl)imidazo[1,2-a]pyridin-6-yl]quinazolin-6-yl}-2,6-dimethylpiperazine-1-carboxylate FC=1C=2N(C=C(C1)C1=NC3=CC=C(C=C3C=N1)N1C[C@@H](N([C@H](C1)C)C(=O)OC(C)(C)C)C)C=C(N2)CF